FC(C1=C(C=CC(=C1)C(F)(F)F)CC(=O)N(CC=1OC(=NN1)C=1N=NC(=CC1)N1CCOCC1)C1=CC=C(C=C1)F)(F)F 2-(2,4-bis(trifluoromethyl)phenyl)-N-(4-fluorophenyl)-N-((5-(6-morpholinopyridazin-3-yl)-1,3,4-oxadiazol-2-yl)methyl)acetamide